CC1(OCC[C@@H](C1)C=1C=C2C=C(NC2=CC1)C(=O)OCC)C ethyl (S)-5-(2,2-dimethyltetrahydro-2H-pyran-4-yl)-1H-indole-2-carboxylate